COC1=CC(=C(C=C1)C1=CC=CC=C1)CCOC1=CC=C(C=C1)[N+](=O)[O-] 4-Methoxy-2-(2-(4-nitrophenoxy)ethyl)-1,1'-biphenyl